3-(5-(1,1-dioxido-1,2-thiazinan-2-yl)-2-methoxybenzamido)-N-(4-fluoro-3-(trifluoromethyl)phenyl)-6-(trifluoromethyl)benzo[b]thiophene-2-carboxamide O=S1(N(CCCC1)C=1C=CC(=C(C(=O)NC=2C3=C(SC2C(=O)NC2=CC(=C(C=C2)F)C(F)(F)F)C=C(C=C3)C(F)(F)F)C1)OC)=O